S1C=NC(=C1)O thiazol-4-ol